4-(2-(1,1-dioxido-6-(o-tolyl)-1,2,6-thiadiazinan-2-yl)acetamido)adamantane O=S1(N(CCCN1C1=C(C=CC=C1)C)CC(=O)NC1C2CC3CC(CC1C3)C2)=O